(R)-tert-butyl 6-(3-((2-((3,5-dichloropyridin-2-yl)oxy)butanamido)methyl)benzamido)-2-azaspiro[3.3]heptane-2-carboxylate ClC=1C(=NC=C(C1)Cl)O[C@@H](C(=O)NCC=1C=C(C(=O)NC2CC3(CN(C3)C(=O)OC(C)(C)C)C2)C=CC1)CC